ClC=1C=C(C=CC1)C1=NC=CC=C1 2-(3-Chlorophenyl)pyridin